(benzo[d]thiazol-5-yl)-3-chloropropane-1-ol S1C=NC2=C1C=CC(=C2)C(CCCl)O